1-methyl-4-(6-methyl-5-(methylsulfonylamino) pyridine-2-Yl)-1H-1,2,3-triazol-5-yl carbamate C(N)(OC1=C(N=NN1C)C1=NC(=C(C=C1)NS(=O)(=O)C)C)=O